O1CCN(CC1)C1=NC(=NC(=N1)NC1=CC=CC=C1)NC1=C(C(=C(C=C1)C=CC1=CC=C(C=C1)NC1=NC(=NC(=N1)N1CCOCC1)NC1=CC=CC=C1)S(=O)(=O)[O-])S(=O)(=O)[O-].[Na+].[Na+] disodium 4,4'-bis(2-morpholino-4-anilino-s-triazin-6-ylamino)stilbenedisulfonate